4-acetoxy-3,5-diisopropylaniline C(C)(=O)OC1=C(C=C(N)C=C1C(C)C)C(C)C